COC1=C(N)C=C(C(=C1)N1CCC(CC1)N1CCN(CC1)C)C 2-methoxy-5-methyl-4-(4-(4-Methylpiperazin-1-yl)piperidin-1-yl)aniline